8-amino-4,4-dimethyl-1-[2-(tetrahydro-2H-pyran-2-yloxy)ethyl]-4,5-dihydro-1H-pyrazolo[4,3-H]quinazoline-3-carboxylic acid ethyl ester C(C)OC(=O)C1=NN(C2=C1C(CC=1C=NC(=NC21)N)(C)C)CCOC2OCCCC2